(3-(3-(2-fluorophenyl)-2-oxoimidazolin-1-yl)piperidin-1-yl)-5-((4-(piperidine-4-yl)phenyl)amino)-1,2,4-triazine-6-carboxamide FC1=C(C=CC=C1)N1C(N(CC1)C1CN(CCC1)C=1N=NC(=C(N1)NC1=CC=C(C=C1)C1CCNCC1)C(=O)N)=O